C(C)(C)(C)C1=NC(=NO1)C(=O)NC(C)C1=C(C=C(C=C1)C1=CC(=NC=C1)NC(=O)C1CC1)Cl 5-(tert-butyl)-N-(1-(2-chloro-4-(2-(cyclopropanecarboxamido)pyridin-4-yl)phenyl)ethyl)-1,2,4-oxadiazole-3-carboxamide